1-methyl-7-[4-(4-methylpiperazin-1-yl)anilino]-3-[(4R)-1,2,3,4-tetrahydroquinolin-4-yl]-4H-pyrimido[4,5-d]pyrimidin-2-one CN1C(N(CC=2C1=NC(=NC2)NC2=CC=C(C=C2)N2CCN(CC2)C)[C@@H]2CCNC1=CC=CC=C21)=O